COC1=CC=C(C=C1)/C=C/C(=O)C1=CC=C(C=C1)OCCO[C@@H]1[C@@H]([C@@H]2CC[C@H]([C@@H]3CC[C@@]4(OO[C@]32[C@H](O1)O4)C)C)C (E)-3-(4-Methoxyphenyl)-1-[4-[2-[[(1S,4S,5R,8S,9R,10S,12R,13R)-1,5,9-trimethyl-11,14,15,16-tetraoxatetracyclo[10.3.1.04,13.08,13]hexadecan-10-yl]oxy]ethoxy]phenyl]prop-2-en-1-one